(4-(4-amino-7-(hex-5-en-1-yl)-7H-pyrrolo[2,3-d]pyrimidin-5-yl)phenyl)-3-(5-tert-butyl-isoxazol-3-yl)urea NC=1C2=C(N=CN1)N(C=C2C2=CC=C(C=C2)NC(=O)NC2=NOC(=C2)C(C)(C)C)CCCCC=C